3-(((R)-1-(2-((1R,4R)-5-(5-aminopyridin-2-yl)-2,5-diazabicyclo[2.2.1]heptan-2-yl)-3,6-dimethyl-4-oxo-3,4-dihydroquinazolin-8-yl)ethyl)amino)-6-chloro-N-(methylsulfonyl)picolinamide NC=1C=CC(=NC1)N1[C@H]2CN([C@@H](C1)C2)C2=NC1=C(C=C(C=C1C(N2C)=O)C)[C@@H](C)NC=2C(=NC(=CC2)Cl)C(=O)NS(=O)(=O)C